ClC1=C(C=CC=C1F)[C@@H]1NC(=NC(=C1C(=O)OCC)CN1C(C2N(CC1)C(CC2)=O)C(=O)O)C=2SC=CN2 2-[[(4R)-4-(2-chloro-3-fluoro-phenyl)-5-ethoxycarbonyl-2-thiazol-2-yl-3,4-dihydropyrimidin-6-yl]methyl]-6-oxo-1,3,4,7,8,8a-hexahydropyrrolo[1,2-a]pyrazine-1-carboxylic acid